FC1(CC(C1)N)F 1,1-difluoro-3-aminocyclobutane